CC(CC(=O)N)C 3-methyl-butanamide